4-(methylsulfonyl)-1H-pyrazol-3-amine CS(=O)(=O)C=1C(=NNC1)N